ClC=1C=C(C=CC1)S(=O)(=O)N[C@H]1[C@H](CCC1)O 3-chloro-N-((1R,2S)-2-hydroxycyclopentyl)benzenesulfonamide